CC(C(=O)OCC[Si](OC)(OC)C)=C 2-(methyl)acryloxyethyl-methyl-dimethoxysilane